germinane [GeH2]1CCCCC1